FC1=CC=C(C=C1)CC(=O)N1CCC=2C1=CN=CC2C2=CC=C(C#N)C=C2 4-{1-[2-(4-fluorophenyl)acetyl]-2,3-dihydro-1H-pyrrolo[2,3-c]pyridin-4-yl}Benzonitrile